FC1=CC=C(C=C1)C1(CCC1)CN (1-(4-fluorophenyl)cyclobutyl)methanamine